styrenesulphonic acid-maleic anhydride C(\C=C/C(=O)O)(=O)OS(=O)(=O)C=CC1=CC=CC=C1